5-(5-amino-7-(2,4-difluorophenyl)-2-((3-fluoropyridin-2-yl)methyl)-[1,2,4]triazolo[1,5-c]pyrimidin-8-yl)-1-methylpyridin-2(1H)-one NC1=NC(=C(C=2N1N=C(N2)CC2=NC=CC=C2F)C=2C=CC(N(C2)C)=O)C2=C(C=C(C=C2)F)F